2,7-diamino-4,5,9,10-tetrahydropyrene NC1=CC=2CCC=3C=C(C=C4CCC(=C1)C2C43)N